(R)-N-(1-(3-(1,1-difluoro-2-methoxyethyl)-2-fluorophenyl)ethyl)-2,6,8,8-tetramethyl-7,8-dihydro-6H-[1,4]oxazino[3,2-g]quinazolin-4-amine FC(COC)(F)C=1C(=C(C=CC1)[C@@H](C)NC1=NC(=NC2=CC3=C(C=C12)N(CC(O3)(C)C)C)C)F